terbium-cobalt [Co].[Tb]